CC=1C=C(C=C(C1)C)NC(N)=O (E)-N'-(3,5-dimethylphenyl)urea